C(#C)C1=CC(N(C=2N=C(N=CC21)NC2=CC=C(C=C2)N2CCC(CC2)N2CC(C2)COC)C2=CC=CC=C2)=O 5-Ethynyl-2-[(4-{4-[3-(methoxymethyl)azetidin-1-yl]piperidin-1-yl}phenyl)amino]-8-phenylpyrido[2,3-d]pyrimidin-7-one